ClC1=C(C=CC=C1)CC(=O)NC1=CC(=C(C=C1)OC1=NC=C(C(=C1)C(F)(F)F)Cl)S(N)(=O)=O 2-(2-chlorophenyl)-N-(4-{[5-chloro-4-(trifluoromethyl)pyridin-2-yl]oxy}-3-sulfamoyl-phenyl)Acetamide